N-(2-((5-bromo-2-chloropyrimidin-4-yl)amino)-4-methylphenyl)methanesulfonamide BrC=1C(=NC(=NC1)Cl)NC1=C(C=CC(=C1)C)NS(=O)(=O)C